N-((1-(4-cyano-3-trifluoromethylphenyl)-1H-pyrazol-3-yl)methyl)-4-fluorobenzenesulfonamide C(#N)C1=C(C=C(C=C1)N1N=C(C=C1)CNS(=O)(=O)C1=CC=C(C=C1)F)C(F)(F)F